BrC=1C=C(C=C2C(N(C(C12)=O)C1C(NC(CC1)=O)=O)=O)CN(C1CCN(CC1)C1=CC=C(C(=O)NC2=CC(=C(C=C2)C)NC2=NC=CC(=N2)C=2C=NC=CC2)C=C1)C 4-(4-(((7-bromo-2-(2,6-dioxopiperidin-3-yl)-1,3-dioxoisoindolin-5-yl)methyl)(methyl)amino)piperidin-1-yl)-N-(4-methyl-3-((4-(pyridin-3-yl)pyrimidin-2-yl)amino)phenyl)benzamide